COC1=CC=C(C=C1)C1=C(NC=2N(C1=O)N=C(C2NC(=O)C2CC2)C2=CC=CC=C2)C N-(6-(4-methoxyphenyl)-5-methyl-7-oxo-2-phenyl-4,7-dihydropyrazolo[1,5-a]pyrimidin-3-yl)cyclopropylcarboxamide